ClC1=CC=C(C=C1)C1=CC=C(C=C1)C1=CC=CC2=CC=CC=C12 1-(4'-chloro-[1,1'-biphenyl]-4-yl)naphthalene